(S)-tert-butyl (3-(4-(4-(2-((tert-butyldimethylsilyl)oxy)-2-(2-(4-methoxybenzyl)-2H-tetrazol-5-yl)-ethoxy)phenyl)-1H-pyrazol-1-yl)propyl)carbamate [Si](C)(C)(C(C)(C)C)O[C@H](COC1=CC=C(C=C1)C=1C=NN(C1)CCCNC(OC(C)(C)C)=O)C=1N=NN(N1)CC1=CC=C(C=C1)OC